BrC1=C2C=C(C(NC2=CC=C1)=O)C 5-bromo-3-methylquinolin-2(1H)-one